OC=1C=C2C=C(NC2=CC1)C(=O)N 5-hydroxy-1H-indole-2-carboxamide